(S)-(6-(4-(5-chloro-2-methoxyphenyl)piperidin-1-yl)-2-azaspiro[3.4]oct-2-yl)(1-fluorocyclopropyl)methanone ClC=1C=CC(=C(C1)C1CCN(CC1)[C@@H]1CC2(CN(C2)C(=O)C2(CC2)F)CC1)OC